CN(C=1C2=C(N=C(N1)N1CC(C1)OC(=O)C1=CC=NS1)CC[S+]2[O-])C2CCOCC2 [1-[4-[Methyl(tetra-hydropyran-4-yl)amino]-5-oxido-6,7-dihydrothieno[3,2-d]pyrimidin-5-ium-2-yl]azetidin-3-yl]-isothiazol-5-carboxylat